COC1=CC=C(C=C1)C(CSC1=NN=NN1C1=CC=C(C(=O)O)C=C1)=O 4-(5-((2-(4-Methoxyphenyl)-2-oxoethyl)thio)-1H-tetrazol-1-yl)benzoic acid